ethyl 6-(cyclopropylmethyl)-6-[(difluoromethoxy)methyl]-2-acetamido-7-oxo-4,5,6,7-tetrahydro-1-benzothiophene-3-carboxylate C1(CC1)CC1(C(C2=C(C(=C(S2)NC(C)=O)C(=O)OCC)CC1)=O)COC(F)F